1-(1-ethyl-4-methyl-1H-imidazol-2-yl)ethan-1-ol C(C)N1C(=NC(=C1)C)C(C)O